CC=1N=CC(=NC1)NC1=NN2C(C=CC=C2)=C1 N-(5-methylpyrazin-2-yl)pyrazolo[1,5-a]pyridin-2-amine